FC1=CC=C(O[C@@H]2C[C@@H](N(C[C@@H]2C)C2=CC(N(C=3C=CC(=NC23)C#N)C)=O)C)C=C1 8-((2S,4R,5S)-4-(4-Fluorophenoxy)-2,5-dimethylpiperidin-1-yl)-5-methyl-6-oxo-5,6-dihydro-1,5-naphthyridin-2-carbonitril